FC1=C(C=C(C=C1C)C1=C(C=C(C=C1C)F)CCCC=CC)[C@H](CC(=O)OCC)NC([C@@H](CCC=C)O)=O Ethyl (S)-3-(4,4'-difluoro-2'-(hex-4-en-1-yl)-5,6'-dimethyl-[1,1'-biphenyl]-3-yl)-3-((R)-2-hydroxyhex-5-enamido)propanoate